C(C)(C)(C)OC(=O)N1CC(C(CC1)=O)C(C(=O)OCC)=O 3-(2-ethoxy-2-oxo-acetyl)-4-oxo-piperidine-1-carboxylic acid tert-butyl ester